ClC=1C(=CC=C2N=CC(=NC12)C=1C=NN(C1)CC1C2CN(C(C1)C2)C(=O)N)OC=2C=CC1=C(N(C(=N1)C)COCC[Si](C)(C)C)C2 5-((4-(8-chloro-7-((2-methyl-1-((2-(trimethylsilyl)ethoxy)methyl)-1H-benzo[d]imidazol-6-yl)oxy)quinoxalin-2-yl)-1H-pyrazol-1-yl)methyl)-2-azabicyclo[2.2.1]heptane-2-carboxamide